[NH4+].C(C=C)(=O)C(N(C)C)CS(=O)(=O)O Acryloyl-dimethyl-taurine ammonium